(S)-3-[4-(4-morpholin-4-ylmethylbenzyloxy)-1-oxo-1,3-dihydro-isoindol-2-yl]piperidine-2,6-dione hydrochloride Cl.N1(CCOCC1)CC1=CC=C(COC2=C3CN(C(C3=CC=C2)=O)[C@@H]2C(NC(CC2)=O)=O)C=C1